C(C1=C(C=CC=C1)OCC1OC1)C1=C(C=CC=C1)OCC1OC1 2,2'-[Methylenebis(2,1-phenyleneoxy-methylene)]dioxiran